FC=1C=NC(=NC1)C1=CC(=NC=C1C(F)(F)F)NC(=O)N1C2CC(CC1(C2)CO)C cis-N-(4-(5-fluoropyrimidin-2-yl)-5-(trifluoromethyl)pyridin-2-yl)-1-(hydroxymethyl)-3-methyl-6-azabicyclo[3.1.1]heptane-6-carboxamide